ClC=1C=C(CN2C(N(C3=NC=C(C=C32)C3=CC(=CC=C3)C(F)(F)F)C(C3=CC=CC=C3)(C3=CC=CC=C3)C3=CC=CC=C3)=O)C=CC1 1-(3-chlorobenzyl)-6-(3-(trifluoromethyl)phenyl)-3-trityl-1,3-dihydro-2H-imidazo[4,5-b]pyridin-2-one